C(=O)O.F[C@@H]1CN(CC1)CC1=CC=C(NC=2C(=NC(=C(N2)NC)C=2C3=C(C=NC2)N(C=N3)C)C(=O)N)C=C1 3-[4-[[(3S)-3-fluoropyrrolidin-1-yl]methyl]anilino]-5-(methylamino)-6-(3-methylimidazo[4,5-c]pyridin-7-yl)pyrazine-2-carboxamide formate salt